C(C1=CC=CC=C1)N1N=C(OC1=O)CC1=C(C=C(C=C1Cl)N1N=C(C(NC1=O)=O)C#N)Cl 2-(4-((4-benzyl-5-oxo-4,5-dihydro-1,3,4-oxadiazol-2-yl)methyl)-3,5-dichlorophenyl)-3,5-dioxo-2,3,4,5-tetrahydro-1,2,4-triazine-6-carbonitrile